(trihydroxysilyl)-propylmethylphosphonate O[Si](O)(O)C(P([O-])([O-])=O)CCC